4-(4-(N-Cyclopentylacetamido)-2-methylphenoxy)-N-(3-methoxypropyl)-2-methylbenzamide C1(CCCC1)N(C(C)=O)C1=CC(=C(OC2=CC(=C(C(=O)NCCCOC)C=C2)C)C=C1)C